(2S,5R)-2-(4-chlorobenzyl)-5-(R)-hydroxy(phenyl)methyl-pyrrolidine-1-carboxylic acid tert-butyl ester C(C)(C)(C)OC(=O)N1[C@](CC[C@H]1O)(CC1=CC=C(C=C1)Cl)CC1=CC=CC=C1